2-(4-bromo-3-(methoxymethyl)phenyl)-5-methyl-1,3,4-thiadiazole BrC1=C(C=C(C=C1)C=1SC(=NN1)C)COC